4-(benzylthio)-2-methylbenzonitrile C(C1=CC=CC=C1)SC1=CC(=C(C#N)C=C1)C